FC1=C(C=C(OC2=CC=C(C=N2)COC=2C=C3N(C(N2)=O)C[C@H]2N3CCC2)C=C1)C(F)(F)F (S)-3-((6-(4-fluoro-3-(trifluoromethyl)phenoxy)pyridin-3-yl)methoxy)-7,8,8a,9-tetrahydropyrrolo[1',2':3,4]imidazo[1,2-c]pyrimidin-1(6H)-one